azobis(methyl isobutyrate) N(=NC(C(=O)[O-])(CC)C)C(C(=O)[O-])(CC)C